2-((4-(6-((4-cyano-2-fluorobenzyl)oxy)pyridin-2-yl)piperazin-1-yl)methyl)-1-((1,1-dioxidothietan-2-yl)methyl)-1H-benzo[d]imidazole-6-carboxylic acid C(#N)C1=CC(=C(COC2=CC=CC(=N2)N2CCN(CC2)CC2=NC3=C(N2CC2S(CC2)(=O)=O)C=C(C=C3)C(=O)O)C=C1)F